C(C)OP(=O)(OCC)CN1C(N(C2=C1C=C(C=C2)C2CCN(CC2)C(=O)OC(C)(C)C)C2C(N(C(CC2)=O)CC2=CC=C(C=C2)OC)=O)=O Tert-butyl 4-[3-(diethoxyphosphorylmethyl)-1-[1-[(4-methoxyphenyl) methyl]-2,6-dioxo-3-piperidyl]-2-oxo-benzimidazol-5-yl]piperidine-1-carboxylate